C[C@H]1CCC(=NC1)C1=CC=2N(C=C1)C=C(N2)C2CCN(CC2)C (S)-7-(5-methyl-3,4,5,6-tetrahydropyridin-2-yl)-2-(1-methylpiperidin-4-yl)imidazo[1,2-a]pyridine